3-[2-(6-{5-azaspiro[2.4]heptan-5-ylmethyl}-1-oxo-4-(trifluoromethyl)-3H-isoindol-2-yl)-6-{[1-(cyanomethyl)cyclopropyl]amino}pyridin-4-yl]-4-(4-methyl-1,2,4-triazol-3-yl)benzonitrile C1CC12CN(CC2)CC2=CC(=C1CN(C(C1=C2)=O)C2=NC(=CC(=C2)C=2C=C(C#N)C=CC2C2=NN=CN2C)NC2(CC2)CC#N)C(F)(F)F